FC=1C=C(C=C(C1O)C=O)C(=O)N 3-fluoro-5-formyl-4-hydroxybenzeneAmide